FC1=C(C(=CC=C1)F)C1=NN2C(N=CC=C2)=C1C(=O)OCC Ethyl 2-(2,6-difluorophenyl)pyrazolo[1,5-a]pyrimidine-3-carboxylate